(1r,5s,6s)-N-[6-(6-cyclopropyl-3-pyridinyl)pyridazin-3-yl]-3-(tetrahydropyran-4-ylmethyl)-3-azabicyclo[3.1.0]hexane-6-amine C1(CC1)C1=CC=C(C=N1)C1=CC=C(N=N1)NC1[C@@H]2CN(C[C@H]12)CC1CCOCC1